OC1=C2C(SCS2)=C(C2=C1SCS2)O 4,8-dihydroxybenzo[1,2-d:4,5-d']bis[1,3]dithiol